N(=[N+]=[N-])C(CC1=CC=C(C=C1)Cl)C1=CC=C(C(=O)NN)C=C1 4-(1-azido-2-(4-chlorophenyl)ethyl)benzoyl-hydrazine